phosphorus cerium cobalt tin [Sn].[Co].[Ce].[P]